C(C)(C)(C)C1=NC=CC(=C1)N1N(C(C=2C1=NC(=NC2)NC2=CC=1CC(CCC1C=C2)N(C)C)=O)C(C)C 1-(2-tert-butylpyridin-4-yl)-6-{[7-(dimethylamino)-5,6,7,8-tetrahydronaphthalen-2-yl]amino}-2-(propan-2-yl)-1H,2H,3H-pyrazolo[3,4-d]pyrimidin-3-one